FC1(CCC(CC1)[C@@H](C=1OC2=C(N1)C=C(C=C2F)C(=C)COC)NC(OCC2=CC=CC=C2)=O)F Benzyl (S)-((4,4-difluorocyclohexyl)(7-fluoro-5-(3-methoxyprop-1-en-2-yl)benzo-[d]oxazol-2-yl)methyl)carbamate